(R)-3-(1-(((R)-1-(2,4-dichlorophenyl)ethyl)-7-fluoro-1H-benzo[d][1,2,3]triazol-6-yl)azetidin-3-yl)-1-methylcyclobutane-1-carboxylic acid methyl ester COC(=O)C1(CC(C1)C1CN(C1)C=1C=CC2=C(N(N=N2)[C@H](C)C2=C(C=C(C=C2)Cl)Cl)C1F)C